(2R,5S)-5-[2-(4-chloro-3-fluoro-phenoxy)acetamido]-N-{[1-methyl-5-(trifluoro-methyl)-1H-pyrazol-3-yl]methyl}piperidine-2-carboxamide ClC1=C(C=C(OCC(=O)N[C@H]2CC[C@@H](NC2)C(=O)NCC2=NN(C(=C2)C(F)(F)F)C)C=C1)F